[N+](=O)([O-])C1CCC(CN1)N1CC(OCC1)C(C)O 1-(4-(6-nitropiperidin-3-yl)morpholin-2-yl)ethan-1-ol